C12(CC3CC(CC(C1)C3)C2)C(C(=O)O)NC(=O)OC(C)(C)C 2-(adamantan-1-yl)-2-((t-butoxycarbonyl)amino)acetic acid